ClC=1C=CC(=NC1)C1(OC2=C(O1)C=CC=C2C2[C@@H]1CN(C[C@H]21)CC2=NC1=C(N2C[C@H]2OCC2)C=C(C=C1)C(=O)OC)C methyl 2-(((1R,5S,6R)-6-(2-(5-chloropyridin-2-yl)-2-methylbenzo[d][1,3]dioxol-4-yl)-3-azabicyclo[3.1.0]hexan-3-yl)methyl)-1-(((S)-oxetan-2-yl)methyl)-1H-benzo[d]imidazole-6-carboxylate